NCCN(CCN1C(N(CC1)CCN(CCN(CC#N)CC#N)CC#N)=O)CC#N 2,2'-((2-((2-(3-(2-((2-aminoethyl)(cyanomethyl)amino)ethyl)-2-oxoimidazolidin-1-yl)ethyl)(cyanomethyl)amino)ethyl)azanediyl)diacetonitrile